5-(8-dimethylamino-2-oxo-8-phenyl-1,3-diazaspiro[4.5]decan-3-yl)-2-morpholin-4-yl-pyridine-4-carboxylic acid amide CN(C1(CCC2(CN(C(N2)=O)C=2C(=CC(=NC2)N2CCOCC2)C(=O)N)CC1)C1=CC=CC=C1)C